NC=1N=C2N(N=C(C=C2)Cl)C1 2-amino-6-chloroimidazo[1,2-b]pyridazine